CO\N=C\C1=C(C=CC=C1)F (E)-2-fluorobenzaldehyde O-methyloxime